(2-methylbutyl)amine CC(CN)CC